4-((6-(difluoromethoxy)naphthalen-2-yl)oxy)-1H-1,2,3-triazole-5-carboxylic acid FC(OC=1C=C2C=CC(=CC2=CC1)OC=1N=NNC1C(=O)O)F